tert-butyl (2-(((2S,5S)-8-fluoro-5-(hydroxymethyl)-2-isopropyl-1-methyl-3-oxo-1,2,3,4,5,6-hexahydrobenzo[e][1,4]diazocin-9-yl)oxy)ethyl)carbamate FC1=CC2=C(N([C@H](C(N[C@@H](C2)CO)=O)C(C)C)C)C=C1OCCNC(OC(C)(C)C)=O